ClC(C)(Cl)Cl Trichloroethan